CCCCCCCCCCCCCCCCCC(=O)O[C@H](COC(=O)CCC/C=C\C/C=C\C/C=C\C/C=C\C/C=C\CC)COP(=O)(O)OC[C@@H](C(=O)O)N 1-(5Z,8Z,11Z,14Z,17Z-eicosapentaenoyl)-2-octadecanoyl-glycero-3-phosphoserine